(S)-2-amino-4-(2-amino-4-chlorophenyl)-4-oxobutanoic acid N[C@H](C(=O)O)CC(=O)C1=C(C=C(C=C1)Cl)N